2-[(2S)-2-[(4-fluorophenyl)methyl]pyrrolidin-1-yl]-4-[(2R)-2-methylmorpholin-4-yl]-1H-pyrimidin-6-one FC1=CC=C(C=C1)C[C@H]1N(CCC1)C=1NC(C=C(N1)N1C[C@H](OCC1)C)=O